oleic acid citrate C(CC(O)(C(=O)O)CC(=O)O)(=O)O.C(CCCCCCC\C=C/CCCCCCCC)(=O)O